(z)-1-(((1r,4r)-4-aminocyclohexyl)methyl)-3-((3,5-dimethyl-1H-pyrrol-2-yl)methylene)-6-(4-(methylamino)pyrimidin-2-yl)indol-2-one trifluoroacetate salt FC(C(=O)O)(F)F.NC1CCC(CC1)CN1C(\C(\C2=CC=C(C=C12)C1=NC=CC(=N1)NC)=C/C=1NC(=CC1C)C)=O